C(CCNCCCCCCCCCCCCCCNCCCC)(=O)O 4,19-diazatricosanoic acid